CC=1CC2C3CC(C(C2C1)(C3)C)O 3a,4,5,6,7,7a-hexahydro-2,4-dimethyl-4,7-methano-1H-inden-5-ol